C(C)C1=CC=C2C=NN(C2=C1NS(=O)(=O)C=1C=NN(C1)C1=NC=CC(=C1)OC)C N-(6-ETHYL-1-METHYL-1H-INDAZOL-7-YL)-1-(4-METHOXYPYRIDIN-2-YL)-1H-PYRAZOLE-4-SULFONAMIDE